FC1=C(C=C(C(=C1)Cl)C(C)=O)S 2-fluoro-4-chloro-5-acetylthiophenol